bromopentanoic acid ethyl ester C(C)OC(C(CCC)Br)=O